FC1=CC=C(C=C1)C1=NOC(=N1)[C@@H]1CCC(N1C)=O (S)-5-[3-(4-fluorophenyl)-1,2,4-oxadiazol-5-yl]-1-methylpyrrolidin-2-one